ClC1=C(C=CC=C1Cl)C1=NNC2=NC(=CN=C21)N2CCC1(CCC(C1N[S@](=O)C(C)(C)C)(F)F)CC2 (R)-N-(8-(3-(2,3-dichlorophenyl)-1H-pyrazolo[3,4-b]pyrazin-6-yl)-2,2-difluoro-8-azaspiro[4.5]decan-1-yl)-2-methylpropane-2-sulfinamide